CC=1N=C2N(C=C(C=C2C)NC(=O)C2=NC=C(N=C2)N2C[C@@H]([C@@H](C2)NC)F)C1 N-(2,8-dimethylimidazo[1,2-a]pyridin-6-yl)-5-((3S,4R)-3-fluoro-4-(methylamino)pyrrolidin-1-yl)pyrazine-2-carboxamide